S1C(=CC=C1)CCN 2-thiopheneethanamine